Hydroperoxy-acetaldehyd O(O)CC=O